4-bromo-2-ethyl-1-(trifluoromethyl)benzene methyl-(S,Z)-2-hydroxy-4-((18-methoxy-18-oxooctadec-9-en-7-yl)oxy)-3,6-dimethylbenzoate COC(C1=C(C(=C(C=C1C)O[C@@H](CCCCCC)C\C=C/CCCCCCCC(=O)OC)C)O)=O.BrC1=CC(=C(C=C1)C(F)(F)F)CC